CC(C(=O)OC(C)OC(=O)C=1C=C(C=CC1O)NC(=O)C1=CC(=C(C(=O)NC=2C=CC(=C(C(=O)OC(C)OC(C(C)(C)C)=O)C2)O)C=C1O)O)(C)C 1-(2,2-Dimethylpropanoyloxy)ethyl 5-[[4-[[3-[1-(2,2-dimethylpropanoyloxy)ethoxycarbonyl]-4-hydroxy-phenyl]aminocarbonyl]-2,5-dihydroxy-benzoyl]amino]-2-hydroxybenzoat